C12(CC3CC(CC(C1)C3)C2)CCN2C3CNCC2C3 6-(2-((3r,5r,7r)-adamantan-1-yl)ethyl)-3,6-diazabicyclo[3.1.1]heptane